4-acetylphenoxyacetic acid C(C)(=O)C1=CC=C(OCC(=O)O)C=C1